BrC=1C=C2C(CN(C2=CC1)C)(C)C 5-bromo-1,3,3-trimethylindoline